C(C)N(CC)CC=1C=CC(=NC1)/C=C/C1=CNC2=CC(=CC=C12)SC1=C(C=CC=C1)C(NCCF)=O (trans)-3-(2-(5-((diethylamino)methyl)pyridin-2-yl)vinyl)-6-((2-((2-fluoroethyl)carbamoyl)phenyl)sulfanyl)-1H-indole